C(C)O[Si](Cl)(Cl)C[Si](OCC)(Cl)Cl bis(ethoxydichlorosilyl)methane